C(CCC)NC1=NC=C(C=O)C=C1 6-(BUTYLAMINO)NICOTINALDEHYDE